CC1=CC=2C(=CC=C3N=C(C=4CCCCC4C23)C2=CC=C(C=C2)O)N1 4-(2-methyl-8,9,10,11-tetrahydro-3H-pyrrolo[3,2-a]phenanthridin-7-yl)phenol